C(C)(CC)C1(C2(CC(C(C1)C2)CN)C(C)CC)CN di-sec-butyl-2,5-diaminomethyl-bicyclo[2.2.1]heptane